1-(6-(butylamino)-2-fluoro-9H-purin-9-yl)ethan-1-one C(CCC)NC1=C2N=CN(C2=NC(=N1)F)C(C)=O